(2S,3S,4R,5R)-5-(6-(benzylamino)-2-ethyl-9H-purin-9-yl)-3,4-dihydroxy-N-methyl-tetrahydrofuran-2-formamide C(C1=CC=CC=C1)NC1=C2N=CN(C2=NC(=N1)CC)[C@H]1[C@@H]([C@@H]([C@H](O1)C(=O)NC)O)O